6-ethyl-5-hydroxy-2-[4-(hydroxymethyl)-2,6-dimethylphenyl]pyridazin-3(2H)-one C(C)C=1C(=CC(N(N1)C1=C(C=C(C=C1C)CO)C)=O)O